C(CCC)(=O)O[C@H]1CC[C@@H]2[C@@]1(CC[C@@H]1[C@]3(CCC=4N=C(SC4C3=CC[C@@H]21)NC2=C(C=C(C=C2)C)C)C)C (5aR,5bS,7aS,8S,10aS,10bR)-2-((2,4-dimethylphenyl)amino)-5a,7a-dimethyl-5,5a,5b,6,7,7a,8,9,10,10a,10b,11-dodecahydro-4H-cyclopenta[7,8]phenanthro[2,1-d]thiazol-8-yl butyrate